C(C1=CC=CC=C1)N1C2=C(OCC1CC(CO)O)C=CC(=C2)NC(=O)NC2=CC=C1C=CNC1=C2 1-(4-benzyl-3-(2,3-dihydroxypropyl)-3,4-dihydro-2H-benzo[b][1,4]oxazin-6-yl)-3-(1H-indol-6-yl)urea